O[C@@H]1CC[C@@]2(C3CC[C@@]4(C(CCC4C3CCC2C1)[C@@H](CCC(=O)O)C)C)C (4R)-4-((3R,10S,13R)-3-hydroxy-10,13-dimethylhexadecahydro-1H-cyclopenta[a]phenanthren-17-yl)pentanoic acid